BrC=1C=C(C=C2CN(C(C12)=O)C1C(NC(CC1)=O)=O)COC1=CC=C(C=C1)CC(=O)NC1=NNC(=C1)C1CCC1 2-(4-((7-bromo-2-(2,6-dioxopiperidin-3-yl)-1-oxoisoindolin-5-yl)methoxy)phenyl)-N-(5-cyclobutyl-1H-pyrazol-3-yl)acetamide